4-(aminoethylcarbamoyl)-3-fluorophenylboronic acid NCCNC(=O)C1=C(C=C(C=C1)B(O)O)F